2,4,8,10-tetraoxaspiro[5.5]-undecane C1OCOCC12COCOC2